COC(=O)C1CC2C(N(C1C1=CC=C(C=C1)CN1C(COCC1)(C)C)C(C1=C(C=CC=C1C)F)=O)COC2 methyl-2-[4-[(3,3-dimethylmorpholin-4-yl)methyl]phenyl]-1-(2-fluoro-6-methyl-benzoyl)-3,4,4a,5,7,7a-hexahydro-2H-furo[3,4-b]pyridine-3-carboxylate